azaspiro[4.5]decane-8-carboxamide N1CCCC12CCC(CC2)C(=O)N